oxetan-2-ylmethyl mesylate S(C)(=O)(=O)OCC1OCC1